(2R,3S)-3-(1-(3-chloro-2-fluorobenzyl)-1H-pyrazol-3-yl)-2-(2,4-difluorophenyl)-1-(1H-tetrazol-1-yl)butan-2-ol ClC=1C(=C(CN2N=C(C=C2)[C@@H]([C@@](CN2N=NN=C2)(O)C2=C(C=C(C=C2)F)F)C)C=CC1)F